FC1(CN(CC1)C1=NC=CC(=C1C1=NC2=C(CN(CC2)C(=O)OC(C)(C)C)N1)I)F tert-butyl 2-(2-(3,3-difluoropyrrolidin-1-yl)-4-iodopyridin-3-yl)-3,4,6,7-tetrahydro-5H-imidazo[4,5-c]pyridine-5-carboxylate